3,10-Dioxa-2,11-disiladodeca-5,7-diene C[SiH2]OCC=CC=CCO[SiH2]C